OC1(C(C=CC(=C1)OCCO)C(C(=O)C1=CC=CC=C1)C)C 2-hydroxy-4-(2-hydroxyethoxy)-2-methylphenylpropiophenone